6'-fluoro-N-((1-methyl-1H-pyrazol-4-yl)methyl)-4'-oxo-3',4'-dihydro-1'H-spiro[piperidine-4,2'-quinoline]-1-carboxamide FC=1C=C2C(CC3(NC2=CC1)CCN(CC3)C(=O)NCC=3C=NN(C3)C)=O